OC1=C(C=CC(=C1)[N+](=O)[O-])NC(=O)N N-(2-hydroxy-4-nitrophenyl)urea